ClC=1N=C2C(=NC1)N(C=C2C2=NC(=C(C(=N2)N[C@@H]2[C@H](C1CCC2CC1)C(=O)O)F)C=1SC=CC1)CCC(N1CCCC1)=O (2S,3S)-3-((2-(2-chloro-5-(3-oxo-3-(pyrrolidin-1-yl)propyl)-5H-pyrrolo[2,3-b]pyrazin-7-yl)-6-(thiophen-2-yl)-5-fluoropyrimidin-4-yl)amino)bicyclo[2.2.2]Octane-2-carboxylic acid